FC1=C(OCC2=NC=CC(=N2)CNC(=O)C2=CC3=CC=CC(=C3C=C2)C2=CC=C(C=C2)C(F)(F)F)C(=CC=C1)F N-((2-((2,6-difluorophenoxy)methyl)pyrimidin-4-yl)methyl)-5-(4-(trifluoromethyl)phenyl)-2-naphthamide